(R,Z)-1-(4-hydroxy-4-(8-methoxy-1-methyl-4-((1-(2-methyl-3-(trifluoromethyl)phenyl)ethyl)imino)-1,4-dihydropyrido[3,4-d]pyrimidin-6-yl)piperidin-1-yl)ethan-1-one OC1(CCN(CC1)C(C)=O)C1=CC/2=C(N(C=N\C2=N/[C@H](C)C2=C(C(=CC=C2)C(F)(F)F)C)C)C(=N1)OC